5-(1-(4-fluorophenyl)ethyl)-6-((2-(pyrrolidin-1-yl)ethyl)amino)nicotinic acid FC1=CC=C(C=C1)C(C)C=1C(=NC=C(C(=O)O)C1)NCCN1CCCC1